CN(C(=S)SCC(=O)NC1CCC(CC1)NC1=CC(=NC2=CC=C(C=C12)Cl)C(F)(F)F)C 2-[(dimethylcarbamothioyl)sulfanyl]-N-[(1s,4s)-4-{[6-chloro-2-(trifluoromethyl)quinolin-4-yl]amino}cyclohexyl]acetamide